C1(C=CC(N1)=O)=O.[Pt] platinum monomaleimide